C1(=CC=CC2=CC=CC=C12)N1N=CC(=C1C(F)(F)F)C(=O)NC1=CC(=NC=C1)C(F)(F)F 1-(naphthalen-1-yl)-5-(trifluoromethyl)-N-(2-(trifluoromethyl)pyridin-4-yl)-1H-pyrazole-4-carboxamide